C(C(=C)C)(=O)[O-].[N-]=C=O.[N-]=C=O.CC=1C(=C(C(=C(C1C)C)C)C)C tetramethylxylene diisocyanate methacrylate